4-((6'-(difluoromethyl)-8'-oxo-8'H-spiro[cyclohexane-1,9'-pyrazino[1',2':1,5]pyrrolo[2,3-d]pyrimidin]-2'-yl)amino)benzenesulfonamide FC(C1=NC(C2(N3C1=CC1=C3N=C(N=C1)NC1=CC=C(C=C1)S(=O)(=O)N)CCCCC2)=O)F